BrC1=C2C=NN(C2=CC=C1C(C)C)C1OCCCC1 4-bromo-5-isopropyl-1-(tetrahydro-2H-pyran-2-yl)-1H-indazole